O1COCC2=C1C=CC(=C2)C(=C2CC1CCC(C2)N1)C1=CC2=C(OCOC2)C=C1 3-(bis(4H-benzo[d][1,3]dioxin-6-yl)methylene)-8-azabicyclo[3.2.1]octane